tert-butyl 3-((4-cyclohexylphenyl)amino)azetidine-1-carboxylate C1(CCCCC1)C1=CC=C(C=C1)NC1CN(C1)C(=O)OC(C)(C)C